C(C)OC(=O)C=1C(=NN2C1C=C(C(=C2)C)NC(=O)OC(C)(C)C)CC 5-((Boc)amino)-2-ethyl-6-methylpyrazolo[1,5-a]pyridine-3-carboxylic acid ethyl ester